C1(CCCC1)[C@H]1CN(C[C@@H]1OC=1C=C2CN(C(C2=CC1)=O)[C@@H]1C(NC(CC1)=O)=O)C(=O)OCC1=CC=CC=C1 |o1:5,9| benzyl (3S*,4R*)-3-cyclopentyl-4-((2-((S)-2,6-dioxopiperidin-3-yl)-1-oxoisoindolin-5-yl)oxy)-pyrrolidine-1-carboxylate